C(C)(=O)O[C@@H]1CC2=CC[C@H]3[C@@H]4CC=C([C@@]4(C)CC[C@@H]3[C@]2(CC1)C)N1C=NC2=C1C=C(C=C2)OC 3β-Acetoxy-17-(6-methoxy-1H-benzimidazol-1-yl)-androsta-5,16-diene